ClC=1N=C(C2=C(N1)CCC[S@@]2=O)NC2(CCC2)CO (S)-2-chloro-4-((1-(hydroxymethyl)cyclobutyl)amino)-7,8-dihydro-6H-thiopyrano[3,2-d]Pyrimidine 5-oxide